CN1N=CC(=C1)C1=NC2=CC=CC=C2C(=C1)[C@@H](C)NC(=O)C1=C(C=CC=C1)CCC(=O)OC methyl (R)-3-(2-((1-(2-(1-methyl-1H-pyrazol-4-yl)quinolin-4-yl)ethyl)carbamoyl)phenyl)propanoate